4-((2-(N-methyl-cyclopropylsulfonamido)phenyl)amino)nicotinamide CN(S(=O)(=O)C1CC1)C1=C(C=CC=C1)NC1=CC=NC=C1C(=O)N